S1(=O)(=O)CCCC1.[Cl] chlorine sulfolane